[N+](=O)([O-])C=1C=C(C=CC1)C=C (m-nitrophenyl)-ethylene